BrCCN(CCBr)CCBr tri(2-bromoethyl)amine